4-((2R,3S,4S,5R)-3-(2-ethoxy-3,4-difluorophenyl)-4,5-dimethyl-5-(trifluoromethyl)tetrahydrofuran-2-carboxamido)picolinamide C(C)OC1=C(C=CC(=C1F)F)[C@H]1[C@@H](O[C@]([C@H]1C)(C(F)(F)F)C)C(=O)NC1=CC(=NC=C1)C(=O)N